C(N)(OC[C@@H](C1=CC=C(C=C1)S(=O)(=O)CC)NC(C1=CC=C(C=C1)N1[C@@H](C[C@@H](C1)OC1=CC=C(C=C1)C(F)(F)F)COC(F)F)=O)=O (R)-2-(4-((2S,4S)-2-((difluoromethoxy)methyl)-4-(4-(trifluoromethyl) phenoxy)pyrrolidin-1-yl)benzoylamino)-2-(4-(ethylsulfonyl)phenyl)ethyl carbamate